C1(CCCC1)N1N=CC=2C=NC(=CC21)NC2=NC(=CC(=N2)N2CCN(CC2)C(=O)NCCOC)N2CCCC2 4-{2-[(1-cyclopentyl-1H-pyrazolo[4,3-c]pyridin-6-yl)amino]-6-(pyrrolidin-1-yl)pyrimidin-4-yl}-N-(2-methoxyethyl)piperazine-1-carboxamide